(3-{[(benzyloxy)carbonyl]amino}-2-oxopyridin-1-yl)benzoic acid methyl ester COC(C1=C(C=CC=C1)N1C(C(=CC=C1)NC(=O)OCC1=CC=CC=C1)=O)=O